3,4,5-tri(dodecyloxy)phenylacetonitrile C(CCCCCCCCCCC)OC=1C=C(C=C(C1OCCCCCCCCCCCC)OCCCCCCCCCCCC)CC#N